[hydroxyl(methyl)-phosphinoyl]-DL-homoalaninate OP(=O)(C)N[C@@H](CC)C(=O)[O-] |r|